ClC=1C=C(C(=O)N[C@H](C(=O)NC2(CC2)C#N)CC=2OC3=C(N2)C=CC(=C3)N3CCN(CC3)C)C=CC1 (S)-3-chloro-N-(1-((1-cyanocyclopropyl)amino)-3-(6-(4-methylpiperazin-1-yl)benzo[d]oxazol-2-yl)-1-oxopropan-2-yl)benzamide